NC1=C(C(N(C(N1CC1=CC=CC=C1)=O)CC)=O)C(CN(CC(=O)OCC)C(C)C)=O ethyl 2-((2-(6-amino-1-benzyl-3-ethyl-2,4-dioxo-1,2,3,4-tetrahydropyrimidin-5-yl)-2-oxoethyl)(isopropyl)amino)acetate